CC1=C(OC2=CC=C(C=C2)N2N=C3C(NCC[C@H]3N3CCNCC3)=C2C(=O)N)C=CC=C1 (7R)-2-[4-(2-methylphenoxy)phenyl]-7-(piperazin-1-yl)-4,5,6,7-tetrahydro-2H-pyrazolo[4,3-b]pyridine-3-carboxamide